diisoundecyl decanedioate C(CCCCCCCCC(=O)OCCCCCCCCC(C)C)(=O)OCCCCCCCCC(C)C